4-{(1S,4R)-5-[3-(2-fluoroethoxy)phenyl]-2,5-diazabicyclo[2.2.1]hept-2-yl}-2-(1-methyl-1H-pyrazol-4-yl)pyrimidine-5-carbonitrile FCCOC=1C=C(C=CC1)N1[C@H]2CN([C@H](C1)C2)C2=NC(=NC=C2C#N)C=2C=NN(C2)C